methyl 2-(3-(1-cyclopropylethyl)-2-(hydroxymethoxy)phenyl)propanoate C1(CC1)C(C)C=1C(=C(C=CC1)C(C(=O)OC)C)OCO